C(CCC)[Sn](C(C#N)CCCCC=C)(CCCC)CCCC 2-(tributylstannyl)oct-7-enenitrile